N-(14-amino-3,6,9,12-tetraoxatetradec-1-yl)-6-(2,5-dioxo-2,5-dihydro-1H-pyrrol-1-yl)-hexanamide NCCOCCOCCOCCOCCNC(CCCCCN1C(C=CC1=O)=O)=O